4-[[(2S,3R,4S,5S)-3-[2-[(3,3-difluorocyclobutyl)methoxy]-3,4-difluoro-phenyl]-4,5-dimethyl-5-(trifluoromethyl)tetrahydrofuran-2-carbonyl]amino]pyridine-2-carboxamide FC1(CC(C1)COC1=C(C=CC(=C1F)F)[C@@H]1[C@H](O[C@@]([C@H]1C)(C(F)(F)F)C)C(=O)NC1=CC(=NC=C1)C(=O)N)F